FC(OC1=CC=C(C=C1)N1N=C(N=C1)C1=CC=C(C=C1)NC(O)=O)(F)F N-[4-[1-[4-(trifluoromethoxy)phenyl]-1,2,4-triazol-3-yl]phenyl]carbamic acid